[N+](=O)([O-])C1=CC=C(C=C1)OC(=O)N1N=CC=C1 1H-pyrazole-1-carboxylic acid 4-nitrophenyl ester